N-(ethylaminothioformyl)-2-(m-tolyl)-2-(4-(trifluoromethyl)pyridine-2-yl)acetamide C(C)NC(=S)NC(C(C1=NC=CC(=C1)C(F)(F)F)C=1C=C(C=CC1)C)=O